C(=O)O.NC1=CN=NC2=CC(=CC=C12)C1=CC2=C(CCOB2O)C(=C1)F 7-(4-AMINOCINNOLIN-7-YL)-5-FLUORO-3,4-DIHYDRO-1H-2,1-BENZOXABORININ-1-OL FORMIC ACID SALT